tert-Butyl (2-(chroman-4-yl)ethyl)(methyl)carbamate O1CCC(C2=CC=CC=C12)CCN(C(OC(C)(C)C)=O)C